5-(benzylthio)-1-oxo-1,7-naphthyridine-1-ium C(C1=CC=CC=C1)SC1=C2C=CC[N+](C2=CN=C1)=O